2-{[(1r,3R,5'S,7a'R)-5'-(3,5-difluorophenyl)-3'-oxotetrahydro-3'H-spiro[cyclobutane-1,2'-pyrrolo[2,1-b][1,3]oxazol]-3-yl]oxy}pyrimidine-4-carbonitrile FC=1C=C(C=C(C1)F)[C@@H]1CC[C@H]2OC3(C(N21)=O)CC(C3)OC3=NC=CC(=N3)C#N